FC(CN1[C@@H](C=2NC3=CC=CC=C3C2C[C@H]1C)C=1SC(=CC1)O[C@@H]1CN(CC1)CCCF)(C)C (1S,3R)-2-(2-fluoro-2-methylpropyl)-1-(5-(((S)-1-(3-fluoropropyl)pyrrolidin-3-yl)oxy)thiophen-2-yl)-3-methyl-2,3,4,9-tetrahydro-1H-pyrido[3,4-b]indole